2-diethylamino-6-(N-methyl-p-toluidinyl)fluorene C(C)N(C1=CC=2CC3=CC=C(C=C3C2C=C1)N(C1=CC=C(C=C1)C)C)CC